C(#N)[C@H](C[C@H]1C(NCC1)=O)NC(=O)[C@@H]1CC2(CC2)CCN1C(=O)C=1N(C2=CC=CC=C2C1)C (S)-N-((S)-1-cyano-2-((S)-2-oxopyrrolidin-3-yl)ethyl)-6-(1-methyl-1H-indole-2-carbonyl)-6-azaspiro[2.5]octane-5-carboxamide